COC1=NC=C(C2=C1N=C(S2)[NH-])C=2C=NN(C2)CC=2C=NC=CC2 [4-methoxy-7-(1-pyridin-3-ylmethyl-1H-pyrazol-4-yl)-thiazolo[4,5-c]pyridin-2-yl]-amid